1-((1E,7Z)-deca-1,7-dien-1-yl)-4-methoxybenzene C(=C\CCCC\C=C/CC)/C1=CC=C(C=C1)OC